ClC1=C(OC2=C(C=CC(=C2C#N)F)NC(=O)N2CC(C3=CC(=CC=C23)F)(O[Si](C)(C)C)C(F)(F)F)C=C(C=C1)F N-(2-(2-chloro-5-fluorophenoxy)-3-cyano-4-fluorophenyl)-5-fluoro-3-(trifluoromethyl)-3-((trimethylsilyl)oxy)indoline-1-carboxamide